di(3-aminophenoxy)methane NC=1C=C(OCOC2=CC(=CC=C2)N)C=CC1